copper-magnesium-yttrium [Y].[Mg].[Cu]